C(C1=CC=CC=C1)OC=1C=C2C(=C(N(C2=CC1)CC1=CC=C(C=C1)OCCOCCOCCOCC(=O)OCC)C1=CC=C(C=C1)Br)C ethyl 1-(4-[[5-(benzyloxy)-2-(4-bromophenyl)-3-methyl-1H-indol-1-yl]methyl] phenyl)-1,4,7,10-tetraoxadodecan-12-oate